rac-tert-butyl 2-{6-bromoimidazo[1,2-a]pyridin-2-yl}-2-methylpyrrolidine-1-carboxylate BrC=1C=CC=2N(C1)C=C(N2)[C@@]2(N(CCC2)C(=O)OC(C)(C)C)C |r|